FC(C1=NN=C(S1)N1C2=C(C3=CC(=C(C=C13)S(=O)(=O)NC1(CC1)C)F)C(=NC=N2)C=2CCN(CC2)C(C(C)C)=O)F 9-(5-(Difluoromethyl)-1,3,4-thiadiazol-2-yl)-6-fluoro-4-(1-isobutyryl-1,2,3,6-tetrahydropyridin-4-yl)-N-(1-methylcyclopropyl)-9H-pyrimido[4,5-b]indole-7-sulfonamide